tert-Butyl N-[[(2R)-2-benzyloxy-2-(trifluoromethyl)hex-5-enoyl]amino]carbamate C(C1=CC=CC=C1)O[C@@](C(=O)NNC(OC(C)(C)C)=O)(CCC=C)C(F)(F)F